FC1(OC2=C(O1)C=CC(=C2)COC2=NC(=C(C=C2C#N)C(=O)N2CCC(CC2)C2=NN(C=N2)C)C(F)(F)F)F 2-[(2,2-difluoro-1,3-benzodioxol-5-yl)methoxy]-5-[4-(1-methyl-1,2,4-triazol-3-yl)piperidine-1-carbonyl]-6-(trifluoromethyl)pyridine-3-carbonitrile